CC1=C(C(=CC=C1)C)NC(CCC1=CC=CC=C1)=O N-(2,6-dimethylphenyl)-3-phenylpropionamide